8-chloro-1-methyl-2,3,4,5-tetrahydropyrido[3,2-b]indole-4-carboxamide ClC1=CC=2C3=C(NC2C=C1)C(CCN3C)C(=O)N